CC1(OC2=C(C1)C=C(C(=C2)N2C[C@H]1C([C@H]1C2)C(NC)=O)NC(=O)C=2C=NN1C2N=CC=C1)C N-(2,2-dimethyl-6-((1R,5S,6r)-6-(methylcarbamoyl)-3-azabicyclo[3.1.0]hexan-3-yl)-2,3-dihydrobenzofuran-5-yl)pyrazolo[1,5-a]pyrimidine-3-carboxamide